2-((4-(6-((4-chloro-2-fluorobenzofuran-7-yl)methoxy)pyridin-2-yl)cyclohex-3-en-1-yl)Methyl)-1-(2-methoxyethyl)-1H-thiophene ClC1=CC=C(C2=C1C=C(O2)F)COC2=CC=CC(=N2)C2=CCC(CC2)CC=2S(C=CC2)CCOC